methyl 2,4-dioxovalerate O=C(C(=O)OC)CC(C)=O